2-(2-((5-(1-aminoisoquinolin-5-yl)-7-methoxybenzofuran-3-yl)methoxy)phenyl)acetic acid NC1=NC=CC2=C(C=CC=C12)C=1C=C(C2=C(C(=CO2)COC2=C(C=CC=C2)CC(=O)O)C1)OC